C(=O)(O)C12CC(C1)(C2)C2=CC=C(OCC1(CN(CC1)C(C1=CC=C(C=C1)OC)=O)C(=O)O)C=C2 3-(4-{3-carboxybicyclo[1.1.1]pentan-1-yl}phenoxymethyl)-1-(4-methoxybenzoyl)pyrrolidine-3-carboxylic acid